5-chloro-2-hydroxy-3-((2-methoxyethoxy)methyl)-N-(6-(trifluoromethoxy)benzo[d]thiazol-2-yl)benzamide ClC=1C=C(C(=C(C(=O)NC=2SC3=C(N2)C=CC(=C3)OC(F)(F)F)C1)O)COCCOC